5-bromo-2-(2-methyl-2-azabicyclo[2.2.1]heptan-4-yl)benzo[d]thiazole BrC=1C=CC2=C(N=C(S2)C23CN(C(CC2)C3)C)C1